acryl-thiourea C(=O)(C=C)NC(=S)N